CN1C(=CC(=C1C)SC1=CC=CC=C1)C(=O)OCC ethyl 1,5-dimethyl-4-(phenylthio)-1H-pyrrole-2-carboxylate